(S)-10-(4-Chlorothien-2-yl)-7-((3S,5R)-3,5-dimethylpiperazin-1-yl)-3-(methoxymethyl)-9-(trifluoromethyl)-2,3-dihydro-5H-[1,4]thiazino[2,3,4-ij]quinazolin-5-one ClC=1C=C(SC1)C1=C(C=C2C(=NC(N3C2=C1SC[C@@H]3COC)=O)N3C[C@@H](N[C@@H](C3)C)C)C(F)(F)F